2,2,2-Trifluoro-1-(5-(pyridin-4-yl-methyl)thiazol-2-yl)ethan-1-amine FC(C(N)C=1SC(=CN1)CC1=CC=NC=C1)(F)F